1-methyl-3-octylimidazolium triflate [O-]S(=O)(=O)C(F)(F)F.CN1C=[N+](C=C1)CCCCCCCC